CC(C)O[Ti] (propane-2-yloxy)titanium